C=12C=3C=NN(CCCCOCCOC=4C=CC(NN1)=C2C4)C3 10,13-dioxa-4,5,18,19-tetraazatetracyclo[12.5.2.12,5.017,20]docosa-1(19),2(22),3,14(21),15,17(20)-hexaene